N-((2R)-1-((2-((2-(2,6-dioxopiperidin-3-yl)-1,3-dioxoisoindolin-4-yl)amino)ethyl)(ethyl)amino)propan-2-yl)-4-(5-(trifluoromethyl)-1,2,4-oxadiazol-3-yl)benzamide O=C1NC(CCC1N1C(C2=CC=CC(=C2C1=O)NCCN(C[C@@H](C)NC(C1=CC=C(C=C1)C1=NOC(=N1)C(F)(F)F)=O)CC)=O)=O